C(#N)C1=CC=NN(C1=O)C=1C=CC(=NC1)N[C@H]1C[C@H](CC1)CNC(=O)C1=CC(=NO1)C N-[[(1S,3R)-3-[[5-(5-cyano-6-oxo-pyridazin-1-yl)-2-pyridyl]amino]cyclopentyl]methyl]-3-methyl-isoxazole-5-carboxamide